4-acetylthiazol-2-amine C(C)(=O)C=1N=C(SC1)N